N-(1-(3-Aminophenyl)-2-(benzylamino)-2-oxoethyl)-N-(3-hydroxyphenyl)-propiolamide NC=1C=C(C=CC1)C(C(=O)NCC1=CC=CC=C1)N(C(C#C)=O)C1=CC(=CC=C1)O